tert-Butyl 4-hydroxy-2-oxo-2,5-dihydro-1H-pyrrole-1-carboxylate OC1=CC(N(C1)C(=O)OC(C)(C)C)=O